FC=1C(=CC2=C(C(NC=3CNCC(C23)N(C(=O)C=2NC3=CC(=CC(=C3C2)CC)F)C)=O)C1)F N-(8,9-difluoro-6-oxo-1,2,3,4,5,6-hexahydrobenzo[c][1,7]naphthyridin-1-yl)-4-ethyl-6-fluoro-N-methyl-1H-indole-2-carboxamide